N-[1-[5-fluoro-2-[(2-methylpyrazol-3-yl)amino]pyrimidin-4-yl]-3-methyl-pyrrolo[2,3-b]pyridin-5-yl]but-2-ynamide FC=1C(=NC(=NC1)NC=1N(N=CC1)C)N1C=C(C=2C1=NC=C(C2)NC(C#CC)=O)C